α-phosphonostyrene P(=O)(O)(O)C(=C)C1=CC=CC=C1